ClC1=C(C(=O)N(C)C)C=CC(=C1)B1OC(C(O1)(C)C)(C)C 2-chloro-N,N-dimethyl-4-(4,4,5,5-tetramethyl-1,3,2-dioxaborolan-2-yl)benzamide